FC(OC=1C=NC=CC1C#CC=1C(=C2C(C=C(NC2=CC1F)C=1C=C(C#N)C=CC1S(=O)(=O)C)=O)F)F 3-(6-((3-(Difluoromethoxy)pyridin-4-yl)ethynyl)-5,7-difluoro-4-oxo-1,4-dihydroquinolin-2-yl)-4-(methylsulfonyl)benzonitrile